C(=O)C1=C(C=CC=C1)C=1C(=CC=CC1)C(=O)O 2'-FORMYL[1,1'-BIPHENYL]-2-CARBOXYLIC ACID